C(C1=CC=CC=C1)OC=1C=C2C(=C(N(C2=CC1)CC1=CC=C(CCNCCF)C=C1)C1=C(C=C(C=C1)OC)C)F N-(4-((5-(benzyloxy)-3-fluoro-2-(4-methoxy-2-methylphenyl)-1H-indol-1-yl)methyl)phenethyl)-2-fluoroethan-1-amine